C(C)(C)(C)OC(=O)N(C1=CC(=NC=2N1N=CC2C(C)C)C2=CC(=NC=C2)Cl)CC=2C=C(C=CC2)NC2CN(C2)C(=O)OC(C)(C)C tert-butyl 3-((3-(((tert-butoxycarbonyl)(5-(2-chloropyridin-4-yl)-3-isopropylpyrazolo[1,5-a]pyrimidin-7-yl)amino)methyl)phenyl)amino)azetidine-1-carboxylate